O1CC(C(C(C1)O)O)O TETRAHYDRO-PYRAN-3,4,5-TRIOL